(4-methyl-2-phenylpiperazin-1-yl)-[4-(5-methyl-4H-1,2,4-triazol-3-yl)-2-[3-(trifluoromethyl)pyrrolidin-1-yl]phenyl]methanone CN1CC(N(CC1)C(=O)C1=C(C=C(C=C1)C1=NN=C(N1)C)N1CC(CC1)C(F)(F)F)C1=CC=CC=C1